O1C(OCC1)CC(=O)NC=1C=CC(=NC1)C=1N=NN(C1NC(O[C@H](C)C=1C(=NC=CC1)Cl)=O)C (R)-1-(2-chloropyridin-3-yl)ethyl (4-(5-(2-(1,3-dioxolan-2-yl)acetamido) pyridin-2-yl)-1-methyl-1H-1,2,3-triazol-5-yl)carbamate